OCCNCCC(=O)N1CC(NC2=CC=CC=C12)=O 4-(3-((2-hydroxyethyl)amino)propionyl)-3,4-dihydroquinoxalin-2(1H)-one